N-((3S,4S)-4-fluoropyrrolidin-3-yl)-4-(7-isopropoxyimidazo[1,2-a]pyridin-3-yl)pyrimidin-2-amine F[C@@H]1[C@H](CNC1)NC1=NC=CC(=N1)C1=CN=C2N1C=CC(=C2)OC(C)C